C(CCCCCCCCCCCC)(=O)OCCCCCCCCCCCC Lauryl tridecanoate